C(C1=CC=CC=C1)N1C(COC[C@H]1COCC1=CC=CC=C1)=O (R)-4-benzyl-5-((benzyloxy)methyl)morpholin-3-one